2-[1-(3,3-dimethyl-1-cyclopenten-1-yl)ethoxy]-2-methylpropyl 2-butenoate C(C=CC)(=O)OCC(C)(C)OC(C)C1=CC(CC1)(C)C